C(C)OC(CC1(CN(C1)C(=O)OC(C)(C)C)C1=CC=CC=C1)=O tert-butyl 3-(2-ethoxy-2-oxoethyl)-3-phenylazetidine-1-carboxylate